(E)-N'-(9-((2R,3R,4S,5R)-5-(((tert-butyldiphenylsilyl)oxy)methyl)-3,4-dihydroxytetrahydrofuran-2-yl)-6-oxo-6,9-dihydro-1H-purin-2-yl)-N,N-dimethylformamidine [Si](C1=CC=CC=C1)(C1=CC=CC=C1)(C(C)(C)C)OC[C@@H]1[C@H]([C@H]([C@@H](O1)N1C=2N=C(NC(C2N=C1)=O)/N=C/N(C)C)O)O